1-amino-4-cyanomethyl-azepane NN1CCC(CCC1)CC#N